C(CCC(=O)[O-])(=O)OC=CCCCCCCCC.[Al+3].C(=CCCCCCCCC)OC(CCC(=O)[O-])=O.C(=CCCCCCCCC)OC(CCC(=O)[O-])=O aluminum decenyl succinate